C(C)C(COC1=C2C(SC(=C2)C=2SC(=C3C2SC(=C3F)C(CCCCCCC)=O)C)=C(C3=C1SC(=C3)C)OCC(CCCC)CC)CCCC 1-(6-{4,8-bis[(2-ethylhexyl)oxy]-6-methylbenzo[1,2-b:4,5-b']dithiophene-2-yl}-3-fluoro-4-methylthieno[3,4-b]thiophen-2-yl)-1-octanone